NC1=NC=CC(=N1)Br 2-amino-4-bromopyrimidine